COC=1C=C(C=CC1)C1=CCC(CN1C(=O)OC(C)(C)C)C tert-butyl 6-(3-methoxyphenyl)-3-methyl-3,4-dihydropyridine-1(2H)-carboxylate